N(=C=O)CC1C2CC(C(C1CCCN=C=O)C2)CN=C=O 2-isocyanatomethyl-3-(3-isocyanatopropyl)-5-isocyanatomethyl-bicyclo[2.2.1]-heptane